C[C@@H]1CN(C[C@H]1\C=C\C1=CC=C(C=C1)C(F)(F)F)C(C=C)=O 1-((3S,4S)-3-methyl-4-((E)-4-(trifluoromethyl)styryl)pyrrolidin-1-yl)prop-2-en-1-one